8-bromo-3-(methyl-sulfonyl)quinoline BrC=1C=CC=C2C=C(C=NC12)S(=O)(=O)C